FC(C1=C(C=CC2=C1S(C(C2(F)F)(F)F)(=O)=O)OC=2C=C(C#N)C=C(C2)F)F 3-((7-(difluoromethyl)-2,2,3,3-tetrafluoro-1,1-dioxido-2,3-dihydrobenzo[b]thiophen-6-yl)oxy)-5-fluorobenzonitrile